4-(8-fluoro-7-(8-fluoronaphthalen-1-yl)-2-((hexahydro-1H-pyrrolizin-7a-yl)methoxy)pyrido[4,3-d]pyrimidin-4-yl)-1,4-thiazepan FC1=C(N=CC2=C1N=C(N=C2N2CCSCCC2)OCC21CCCN1CCC2)C2=CC=CC1=CC=CC(=C21)F